benzyl N-(3-hydroxy-1,1-dimethyl-propyl)carbamate OCCC(C)(C)NC(OCC1=CC=CC=C1)=O